2-(5-chloro-2-fluoro-4-(4-hydroxy-3-isopropylbenzyl)-3-vinylphenoxy)-N,N-dimethylacetamide ClC=1C(=C(C(=C(OCC(=O)N(C)C)C1)F)C=C)CC1=CC(=C(C=C1)O)C(C)C